N1=CC=C(C=C1)C1=C(C=2CCCC2C=C1)N 5-(pyridin-4-yl)-2,3-dihydro-1H-inden-4-amine